N-[2-bromo-4-(methoxycarbonyl)phenyl]-3,5-dichlorobenzamide BrC1=C(C=CC(=C1)C(=O)OC)NC(C1=CC(=CC(=C1)Cl)Cl)=O